2,3-dimethyl-5-pentyl-1,4-naphthoquinone CC=1C(C2=CC=CC(=C2C(C1C)=O)CCCCC)=O